tert-butyl ((3-bromo-8-(4-(dimethylcarbamoyl)piperazin-1-yl) Imidazo[1,2-a]pyridIn-6-yl)sulfonyl)(1-methylcyclopropyl)carbamate BrC1=CN=C2N1C=C(C=C2N2CCN(CC2)C(N(C)C)=O)S(=O)(=O)N(C(OC(C)(C)C)=O)C2(CC2)C